FC=1C=C(N)C=C(C1)C=1C=CC=2N(C1)C(=CN2)C 3-fluoro-5-(3-methylimidazo[1,2-a]pyridin-6-yl)aniline